5,5'-dichloro-2,3'-diaminobiphenyl ClC=1C=CC(=C(C1)C1=CC(=CC(=C1)Cl)N)N